(2,6-dichloro-benzoylamino)-1H-pyrazole-3-carboxylic acid ClC1=C(C(=O)NN2N=C(C=C2)C(=O)O)C(=CC=C1)Cl